2-(trifluoromethyl)quinoline FC(C1=NC2=CC=CC=C2C=C1)(F)F